CN1N=CC(=C1)C1=CN(C2=CC(=CC=C12)[N+](=O)[O-])S(=O)(=O)C1=CC=CC=C1 3-(1-methyl-1H-pyrazol-4-yl)-6-nitro-1-(phenylsulfonyl)-1H-indole